4-nitrophenyl-phenylketene [N+](=O)([O-])C1=CC=C(C=C1)C(=C=O)C1=CC=CC=C1